CC1=CC=CC=2CC(C3=CC=CC=C3C12)OC(=O)C 4-methyl-9-acetoxyl-9,10-dihydrophenanthrene